C(CCCCCCCCCCCCCCCCCCCCCCCCCCC)(=O)ON amino montanate